C(C)(C)N1N=C(C=C1)C=1C(=CC(=C(C(=O)O)C1)OC)C 5-(1-isopropylpyrazol-3-yl)-2-methoxy-4-methylbenzoic acid